N-{7-[6-({[(2-methoxyethyl)carbamoyl]methyl}carbamoyl)pyridin-2-yl]-2-(methoxymethyl)naphthalen-1-yl}prop-2-enamide COCCNC(=O)CNC(=O)C1=CC=CC(=N1)C1=CC=C2C=CC(=C(C2=C1)NC(C=C)=O)COC